(E)-2,4-dihydroxy-5-((4-hydroxyphenylimino)methyl)benzophenone OC1=C(C(=O)C2=CC=CC=C2)C=C(C(=C1)O)/C=N/C1=CC=C(C=C1)O